O=C1NC(CC[C@@H]1N1C(C2=CC=C(C=C2C1=O)NCCCCCCN1CCC(CC1)NC1=C2N=CN(C2=NC=N1)C1CC(C1)NC(C1=NC(=CC=C1)C)=O)=O)=O N-((1s,3s)-3-(6-((1-(6-((2-(2,6-dioxopiperidin-3-yl)-1,3-dioxoisoindolin-5-yl)amino)hexyl)piperidin-4-yl)amino)-9H-purin-9-yl)cyclobutyl)-6-methylpicolinamide